C(C1=CC=CC=C1)(C1=CC=CC=C1)NC(N(CC1=CC=CC=C1)CC1=CC=CC=C1)=O 3-benzhydryl-1,1-dibenzylurea